4-((2R,5R)-2-(methoxymethyl)-5-methyl-4-(1-(4-(trifluoromethyl)phenyl)ethyl)piperazin-1-yl)-1-methyl-2-oxo-1,2-dihydropyrido[3,2-d]pyrimidine-6-carbonitrile COC[C@@H]1N(C[C@H](N(C1)C(C)C1=CC=C(C=C1)C(F)(F)F)C)C=1C2=C(N(C(N1)=O)C)C=CC(=N2)C#N